Methyl (E)-3-(1-(3,5-bis(trifluoromethyl)benzyl)-4-fluoro-1H-pyrrolo[2,3-b]pyridin-3-yl)-2-cyanoacrylate FC(C=1C=C(CN2C=C(C=3C2=NC=CC3F)/C=C(/C(=O)OC)\C#N)C=C(C1)C(F)(F)F)(F)F